FC1=C(C(=CC(=C1)I)F)[C@H]1N([C@@H](CC2=C1NC1=CC=CC=C21)C)C(C(C)C)=O 1-[(1R,3R)-1-(2,6-difluoro-4-iodo-phenyl)-3-methyl-1,3,4,9-tetrahydropyrido[3,4-b]indol-2-yl]-2-methyl-propan-1-one